CN(/N=N/C1=CC=C(C=C1)C(\C=C\C1=CC(=C(C=C1)O[C@H]1OC[C@@H]([C@H]([C@@H]1O)O)O)OC)=O)C (e)-1-(4-((e)-3,3-Dimethyltriaz-1-en-1-yl)phenyl)-3-(3-methoxy-4-(((2r,3s,4r,5s)-3,4,5-trihydroxytetrahydro-2h-pyran-2-yl)oxy)phenyl)prop-2-en-1-one